C(C1=CC=CC=C1)N1C2=C(SCC1=O)SC(=C2)NC(=O)NC2=CNC1=CC=CC=C21 1-(1-benzyl-2-oxo-2,3-dihydro-1H-thieno[2,3-b][1,4]thiazin-6-yl)-3-(1H-indol-3-yl)urea